7-(oxetan-3-yl)-5,6,7,8,9,10-hexahydropyrido[3',2':4,5]pyrrolo[2,3-d]azepine O1CC(C1)N1CCC2=C(CC1)C1=C(N2)N=CC=C1